carboxyl-chalcone C(=O)(O)C1=C(C=CC=C1)\C=C\C(=O)C1=CC=CC=C1